(1R,3S)-3-(3-(5-(benzyloxy)-4-formyl-7-methoxy-2,3-dihydro-1H-indene-2-carboxamido)-1H-pyrazol-5-yl)cyclopentyl 2,2-dimethylhydrazine-1-carboxylate CN(NC(=O)O[C@H]1C[C@H](CC1)C1=CC(=NN1)NC(=O)C1CC2=C(C=C(C(=C2C1)C=O)OCC1=CC=CC=C1)OC)C